O=C1NC(CCC1N1C(C2=CC=C(C=C2C1=O)NCCCCCCN1N=CC(=C1)C1=NC2=CC=C(C=C2N=C1)C#N)=O)=O (1-(6-((2-(2,6-dioxopiperidin-3-yl)-1,3-dioxoisoindolin-5-yl)amino)hexyl)-1H-pyrazol-4-yl)quinoxaline-6-carbonitrile